F[C@H]1[C@@H](CN(CC1)C1=NC2=C(N1S(=O)(=O)C)C=CC=C2)NC(OC(C)(C)C)=O tert-Butyl ((3R,4R)-4-fluoro-1-(1-(methylsulfonyl)-1H-benzo[d]imidazol-2-yl)piperidin-3-yl)carbamate